ClC=1N=C(N2N=C(N=CC21)N[C@H]2[C@@H](COCC2)O)C21C(C(C2)C1)C (3S,4R)-4-[(5-chloro-7-{2-methylbicyclo[1.1.1]pentan-1-yl}imidazo[4,3-f][1,2,4]triazin-2-yl)amino]oxan-3-ol